3-(3-(N-(4-ethoxyphenyl)-N-methylsulfamoyl)thiophene-2-carboxamido)benzoic acid C(C)OC1=CC=C(C=C1)N(S(=O)(=O)C1=C(SC=C1)C(=O)NC=1C=C(C(=O)O)C=CC1)C